FC1=C(OP(=O)(OC2=CC=C(C=C2)[N+](=O)[O-])N[C@@H](C)C(=O)OC)C=CC=C1 Methyl ((2-fluorophenoxy)(4-nitrophenoxy)phosphoryl)-L-alaninate